[Br-].[Br-].C(C)C1(C(=C(C(=C1C)C)C)C)[Zr+2]C1=CC=CC=2C3=CC=CC=C3CC12 (1-Ethyl-2,3,4,5-tetramethylcyclopentadienyl)(fluorenyl)zirconium dibromide